2-chloro-N-[3-methyl-1-[5-methyl-2-[(1-methylpyrazol-3-yl)amino]pyrimidin-4-yl]pyrrolo[2,3-b]pyridin-5-yl]prop-2-enamide ClC(C(=O)NC=1C=C2C(=NC1)N(C=C2C)C2=NC(=NC=C2C)NC2=NN(C=C2)C)=C